C(C)NS(=O)(=O)C1=C(C=CC(=C1)NC1(COC1)C)C1=CN=C(S1)[C@@H]1CC[C@H](CC1)NC(OC(C)C)=O isopropyl trans-N-[4-[5-[2-(ethylsulfamoyl)-4-[(3-methyloxetan-3-yl)amino]phenyl]thiazol-2-yl]cyclohexyl]carbamate